FC1(C(OC(C1O)CO)N1C(N=CC=C1)=O)F 1-(3,3-difluoro-4-hydroxy-5-hydroxymethyl-tetrahydrofuran-2-yl)-1H-pyrimidin-2-one